2-[4-(4,4,5,5-tetramethyl-1,3,2-dioxaborolan-2-yl)phenyl]-2-azaspiro[3.3]heptane-6-carboxylic acid methyl ester COC(=O)C1CC2(CN(C2)C2=CC=C(C=C2)B2OC(C(O2)(C)C)(C)C)C1